C(C)(C)(C)OC(NCCC[C@H](N1C(C2=CC=CC=C2C1=O)=O)C=1OC(=NN1)C1=CC=C(C=C1)Cl)=O (S)-(4-(5-(4-chlorophenyl)-1,3,4-oxadiazol-2-yl)-4-(1,3-dioxoisoindolin-2-yl)butyl)carbamic acid tert-butyl ester